(E)-4-(cyclohexyloxy)-6-(4-fluorostyryl)-2-hydroxy-3-(3-methylbut-2-en-1-yl)benzoic acid C1(CCCCC1)OC1=C(C(=C(C(=O)O)C(=C1)\C=C\C1=CC=C(C=C1)F)O)CC=C(C)C